C1CCC2=C(C=CC=C12)C1=C(C=C2C(=N1)C(=NN2)C=2C=NN(C2)[C@@H]2CN(CC2)C(CO)=O)OC (S)-1-(3-(4-(5-(2,3-Dihydro-1H-inden-4-yl)-6-methoxy-1H-pyrazolo[4,3-b]pyridin-3-yl)-1H-pyrazol-1-yl)pyrrolidin-1-yl)-2-hydroxyethan-1-one